(R)-N-(7-(4-Fluorobenzoyl)-8-methyl-3-(3-methyl-1,2,4-thiadiazol-5-yl)-5,6,7,8-Tetrahydroimidazo[1,5-a]pyrazin-1-yl)-N-methylcyclopropanecarboxamide FC1=CC=C(C(=O)N2[C@@H](C=3N(CC2)C(=NC3N(C(=O)C3CC3)C)C3=NC(=NS3)C)C)C=C1